2-((1r,2r)-2-amino-5,5-difluorocyclohexyl)-5-chloro-3-methyl-N-(thiophen-2-ylmethyl)thieno[3,2-b]pyridin-7-amine N[C@H]1[C@@H](CC(CC1)(F)F)C1=C(C2=NC(=CC(=C2S1)NCC=1SC=CC1)Cl)C